ClC=1C(=CC(=NC1)NC(C)=O)C=1C=C(N2CC(CC12)(C)C)C#N N-(5-chloro-4-(5-cyano-2,2-dimethyl-2,3-dihydro-1H-pyrrolizin-7-yl)pyridin-2-yl)Acetamide